FC1=CC=CC2=C1N(C(=N2)C2=NOC=C2C)CC=2N=NC=CC2 3-(7-fluoro-1-(pyridazin-3-ylmethyl)-benzimidazol-2-yl)-4-methylisoxazole